O=C1CCC2=CC=CC=C12 3-oxo-2,3-dihydroinden